CN(C1=CC=C(C=C1)C1=CC=C(C=C1)NNC(=O)N=N)C (4'-(dimethylamino)biphenyl-4-yl)carbazone